C1(CC1)C1=NC=NC(=C1C=1N(N=C2C1C=1C(=NC=NC1)N2CC2=C(C=C(C=C2)OC)OC)C)OC (4-cyclopropyl-6-methoxypyrimidin-5-yl)-8-(2,4-dimethoxybenzyl)-2-methyl-2,8-dihydropyrazolo[4',3':4,5]pyrrolo[2,3-d]pyrimidine